O1CCC(CC1)C(C)=O 1-(tetrahydropyran-4-yl)ethan-1-one